C(C1=CC=CC=C1)(C1=C(N(C)C)C=CC=C1)C1=C(N(C)C)C=CC=C1 benzylidenebis(N,N-dimethylaniline)